C1(CC1)C1=NOC=C1C(=O)N[C@H](C=1N=C2N(N=C(C=C2)CC2C(NC[C@H](C2)C(F)(F)F)=O)C1)[C@H]1CC(CCC1)(F)F 3-Cyclopropyl-N-((1S)-((R)-3,3-difluorocyclohexyl)(6-(((5S)-2-oxo-5-(trifluoromethyl)piperidin-3-yl)methyl)imidazo[1,2-b]pyridazin-2-yl)methyl)isoxazole-4-carboxamide